1,1,2,2-Tetrachlorodisilane Cl[SiH]([SiH](Cl)Cl)Cl